4-cyclohexyl-N-(4-((4-(trifluoromethyl)benzyl)amino)phenyl)butanamide C1(CCCCC1)CCCC(=O)NC1=CC=C(C=C1)NCC1=CC=C(C=C1)C(F)(F)F